methyl 7-(2-{[(tert-butoxy)carbonyl]amino}ethoxy)-heptanoate C(C)(C)(C)OC(=O)NCCOCCCCCCC(=O)OC